trimethoxyboric acid COOB(OOC)OOC